C(C1=CC=CC=C1)(=O)OC1=CC=C(C=C1)C(F)(F)F 4-(trifluoromethyl)phenyl benzoate